2-propanyl 5-{(5aR,6R,7R,8aS)-7-hydroxy-6-[(1E,3R)-3-hydroxy-4-(3-methylphenoxy)-1-buten-1-yl]-5,5a,6,7,8,8a-hexahydro-2H-cyclopenta[b]oxepin-3-yl}pentanoate O[C@H]1[C@@H]([C@@H]2[C@@H](OCC(=CC2)CCCCC(=O)OC(C)C)C1)\C=C\[C@H](COC1=CC(=CC=C1)C)O